O(CN(CCC)CCC)CN(CCC)CCC oxybis(methylene)bis(N,N-dipropylamine)